SCCC[SiH](OCC)OCC 3-mercaptopropyl-(diethoxy)silane